2,2-dimethyl-ethyl-sodium CC(C[Na])C